ClC=1C=C(C=2N(N1)C(=NN2)C(C)C)NC2=CN=NC=C2 6-chloro-3-isopropyl-N-(pyridazin-4-yl)-[1,2,4]triazolo[4,3-b]pyridazin-8-amine